ClC=1C=CC(=C(C1)C1=C2C(=NC(=C1)C)C(=CS2)C(=O)NS(=O)(=O)C)OCCN2C(=NC=1CC[C@@H](CC1C2=O)N2CCC(CC2)OC)C (S)-7-(5-chloro-2-(2-(6-(4-methoxypiperidin-1-yl)-2-methyl-4-oxo-5,6,7,8-tetrahydroquinazolin-3(4H)-yl)ethoxy)phenyl)-5-methyl-N-(methylsulfonyl)thieno[3,2-b]pyridine-3-carboxamide